NC=1C2=C(N=CN1)N(C(=C2C=2C=C1CCC(C1=CC2)C(=O)N(C)C)C2=CC=C(C=C2)NC(C(=C)C)=O)C 5-(4-amino-6-(4-methacrylamido-phenyl)-7-methyl-7H-pyrrolo[2,3-d]pyrimidin-5-yl)-N,N-dimethyl-2,3-dihydro-1H-indene-1-carboxamide